C(C)[C@H](CC[C@@H](C)[C@H]1CC[C@H]2[C@@H]3CC[C@H]4C[C@H](CC[C@@]4([C@H]3CC[C@]12C)C)O)C(C)C (3S,5S,8R,9S,10S,13R,14S,17R)-17-((2R,5R)-5-ethyl-6-methylheptan-2-yl)-10,13-dimethylhexadecahydro-1H-cyclopenta[a]phenanthren-3-ol